CC1=CC2=C(OCC(CO2)=O)C=C1 7-Methyl-2h,4h-1,5-benzodioxepin-3-one